FC1=C(C=CC=C1)NC1=NC=NC2=CC(=CC=C12)C(=O)NCCCCCCNC=1C2=CC(=CC=C2N=C2CCCCC12)C 4-((2-fluorophenyl)amino)-N-(6-((7-methyl-1,2,3,4-tetrahydroacridin-9-yl)amino)hexyl)quinazolin-7-carboxamide